Methyl-2,3-dihydro-1H-indene-2-carboxylate COC(=O)C1CC2=CC=CC=C2C1